2-amino-5-methoxy-tetrahydronaphthalene NC1CC2=CC=CC(=C2CC1)OC